(3S,5S)-4-(6-cyano-7-(2-fluoro-5-methylphenyl)-1-(2-isopropyl-4-methylpyridine-3-yl)-2-oxo-1,2-dihydropyrido[2,3-d]pyrimidin-4-yl)-3,5-dimethylpiperazine-1-carboxylate C(#N)C1=CC2=C(N(C(N=C2N2[C@H](CN(C[C@@H]2C)C(=O)[O-])C)=O)C=2C(=NC=CC2C)C(C)C)N=C1C1=C(C=CC(=C1)C)F